1-(tert-Butyl)-5-methyl-3-(m-tolyl)-pyrazole-4-ol C(C)(C)(C)N1N=C(C(=C1C)O)C=1C=C(C=CC1)C